C(C)(=O)OCC\C=C(\CC\C=C(/CCC=C(C)C)\C)/C (3E,7Z)-4,8,12-trimethyltrideca-3,7,11-trien-1-yl acetate